ethyl 2-[(3-fluorooxetan-3-yl) methyl]-8-methyl-4,5-dihydro-2H-furo[2,3-g]indazole-7-carboxylate FC1(COC1)CN1N=C2C3=C(CCC2=C1)OC(=C3C)C(=O)OCC